Cl.C(C)(C)(C)NCC(O)C1=CC(=CC=C1)F 2-(tert-Butylamino)-1-(3-fluorophenyl)ethan-1-ol hydrochloride